BrC=1C(=NC=C(C1F)[Si](C)(C)C)[C@@H](CCC=C)N[S@@](=O)C(C)(C)C (S)-N-((R)-1-(3-bromo-4-fluoro-5-(trimethylsilyl)pyridin-2-yl)pent-4-en-1-yl)-2-methylpropane-2-sulfinamide